N,N-bis[2-hydroxy-3-(3-(tris(trimethylsilyloxy)silyl)propyloxy)propyl]-2-methyl-acrylamide sodium 1,1-difluoro-2-methoxy-2-oxoethanesulfonate FC(C(=O)OC)(S(=O)(=O)[O-])F.[Na+].OC(CN(C(C(=C)C)=O)CC(COCCC[Si](O[Si](C)(C)C)(O[Si](C)(C)C)O[Si](C)(C)C)O)COCCC[Si](O[Si](C)(C)C)(O[Si](C)(C)C)O[Si](C)(C)C